BrC(C)C=1C=CC(=NC1)N1N=C(N=N1)C 5-(1-bromoethyl)-2-(5-methyl-2H-tetrazol-2-yl)pyridine